4-[2-(4-aminopiperidin-1-yl)-6-(ethylamino)-5-(2-methyl-2H-indazol-5-yl)pyrimidin-4-yl]-2-fluorobenzonitrile NC1CCN(CC1)C1=NC(=C(C(=N1)C1=CC(=C(C#N)C=C1)F)C1=CC2=CN(N=C2C=C1)C)NCC